N-(2-hydroxyethyl)-1,2,3,6-tetrahydrophthalimide C1C=CCC2C1C(=O)N(C2=O)CCO